[C@H](C)(CC)[C@@H]1N(CC2=C(NC1=O)C=CC=C2)C(=O)N2C[C@H]([C@H](C2)O)O (S)-3-((S)-sec-butyl)-4-((3R,4S)-3,4-dihydroxypyrrolidine-1-carbonyl)-1,3,4,5-tetrahydro-2H-benzo[e][1,4]diazepin-2-one